4-(6-bromo-8-fluoroquinazolin-4-yl)piperazine-1-carboxylic acid tert-butyl ester C(C)(C)(C)OC(=O)N1CCN(CC1)C1=NC=NC2=C(C=C(C=C12)Br)F